5-((6-(trifluoromethyl)pyridin-3-yl)amino)-1,2,3,4-tetrahydroisoquinoline FC(C1=CC=C(C=N1)NC1=C2CCNCC2=CC=C1)(F)F